FC1=C(C=CC=C1OC)C=1C(NC(N(C1C)CC1=C(C=CC=C1C(F)(F)F)F)=O)=O 2-fluoro-3-methoxy-phenyl-1-(2-fluoro-6-trifluoromethyl-benzyl)-6-methyl-1H-pyrimidine-2,4-dione